FC1(CCC(CC1)NC(=O)C=1C2=C(N(N1)C1=CC=C(C=C1)C=NNC(NC1=C(C=CC(=C1)OC)C(C)C)=S)CCOC2)F N-(4,4-difluorocyclohexyl)-1-[4-({[(2-isopropyl-5-methoxyphenyl)carbamothioyl]hydrazono}methyl)phenyl]-1,4,6,7-tetrahydropyrano[4,3-c]pyrazole-3-carboxamide